OC(CC)OC(C=C)=O acrylic acid 1-hydroxypropyl ester